[Si](C)(C)(C(C)(C)C)OC[C@H]1CN(CCN1C1=NC(=NC=2CC(CCC12)C1=CC(=CC2=CC=CC=C12)O[Si](C)(C)C(C)(C)C)S(=O)(=O)C)C(=O)OC(C)(C)C tert-butyl (3R)-3-[[tert-butyl(dimethyl)silyl]oxymethyl]-4-[7-[3-[tert-butyl(dimethyl)silyl]oxy-1-naphthyl]-2-methylsulfonyl-5,6,7,8-tetrahydroquinazolin-4-yl]piperazine-1-carboxylate